(S)-N-(4-(3-aminopiperidin-1-yl)-5-(1-(2,2-difluoroethyl)-1H-pyrazol-4-yl)pyridin-2-yl)-2-(2-fluoro-6-methoxyphenyl)pyrimidin-4-amine N[C@@H]1CN(CCC1)C1=CC(=NC=C1C=1C=NN(C1)CC(F)F)NC1=NC(=NC=C1)C1=C(C=CC=C1OC)F